C(C1CO1)OCCCCCCCC[Si](OC)(OC)OC 8-glycidyloxyoctyltrimethoxysilane